(6,8-dichloroimidazo[1,2-a]pyridin-2-yl)[(3R,3'R)-3'-hydroxy-1,4-dihydro-1'H,2H-spiro[isoquinoline-3,4'-piperidin]-1'-yl]methanone ClC=1C=C(C=2N(C1)C=C(N2)C(=O)N2C[C@H]([C@@]1(CC2)NCC2=CC=CC=C2C1)O)Cl